1-(4-(4-bromophenoxy)phenyl)ethanone BrC1=CC=C(OC2=CC=C(C=C2)C(C)=O)C=C1